NC1=NC=NN2C1=C(C=C2C=2C=C(C(=NC2)OC)C(=O)NCC[C@H](O)C2=CC=C(C=C2)Cl)C 5-{4-amino-5-methylpyrrolo[2,1-f][1,2,4]triazin-7-yl}-N-[(3S)-3-(4-chlorophenyl)-3-hydroxypropyl]-2-methoxypyridine-3-carboxamide